C(COC=1C=C2C(OC(C2=CC1)=O)=O)OC=1C=C2C(OC(C2=CC1)=O)=O 5,5'-[1,2-ethanediylbis(oxy)]bis[1,3-isobenzofurandione]